N-((1R,5S,6s)-3-(5-(6-(3-cyanopyrrolo[1,2-b]pyridazin-7-yl)-4-(isopropylamino)pyridin-3-yl)-1,3,4-thiadiazol-2-yl)-3-azabicyclo[3.1.1]hept-6-yl)acetamide C(#N)C1=CC=2N(N=C1)C(=CC2)C2=CC(=C(C=N2)C2=NN=C(S2)N2C[C@@H]1C([C@H](C2)C1)NC(C)=O)NC(C)C